3-(ethylsulfanyl)-2-(4-methoxyphenyl)-4-phenylcyclopent-2-en-1-one C(C)SC1=C(C(CC1C1=CC=CC=C1)=O)C1=CC=C(C=C1)OC